N-(5-(((R)-4-oxaspiro(2.4)heptan-6-yl)oxy)-1,3,4-thiadiazol-2-yl)-2'-chloro-3'-fluoro-5'-methoxy-6-methyl-(4,4'-bipyridine)-3-carboxamide C1CC12OC[C@@H](C2)OC2=NN=C(S2)NC(=O)C=2C=NC(=CC2C2=C(C(=NC=C2OC)Cl)F)C